N-{4-[4-amino-7-(1-methylpiperidin-4-yl)pyrrolo[2,1-f][1,2,4]triazin-5-yl]phenyl}-2-oxo-1-phenyl-1,2-dihydropyridine-3-carboxamide NC1=NC=NN2C1=C(C=C2C2CCN(CC2)C)C2=CC=C(C=C2)NC(=O)C=2C(N(C=CC2)C2=CC=CC=C2)=O